6-(2-amino-5-(3-((dimethylamino)methyl)-4-((tetrahydro-2H-pyran-4-yl)oxy)phenyl)-6-fluoropyridin-3-yl)-7-fluoro-3,4-dihydroisoquinolin-1(2H)-one NC1=NC(=C(C=C1C=1C=C2CCNC(C2=CC1F)=O)C1=CC(=C(C=C1)OC1CCOCC1)CN(C)C)F